2-[1-[2-[(3S)-3-Fluoro-1-piperidyl]-6-methyl-4-oxo-chromen-8-yl]ethylamino]benzoic acid F[C@@H]1CN(CCC1)C=1OC2=C(C=C(C=C2C(C1)=O)C)C(C)NC1=C(C(=O)O)C=CC=C1